C[C@@]1([C@@H](C(CC1)=C)C)CC=O (1s,2r)-(1,2-dimethyl-3-methylenecyclopentyl)acetaldehyde